Pyrrole oxalate salt C(C(=O)O)(=O)O.N1C=CC=C1